ClC=1C(=NC(=NC1)N[C@H]1CN(CC1)C(=O)C1=CC=C(C=C1)NC(\C=C\CN(C)C)=O)OC([2H])([2H])[2H] (R,E)-N-(4-(3-((5-chloro-4-(trideuteromethoxy)pyrimidin-2-yl)amino)pyrrolidine-1-carbonyl)phenyl)-4-(dimethylamino)but-2-enamide